2-chloro-isophthalic acid ClC1=C(C(=O)O)C=CC=C1C(=O)O